divinyl-vinylurea C(=C)N(C(NC=C)=O)C=C